(2S,3R,4R)-1-acetyl-4-((5-chloro-4-methylpyrimidin-2-yl)amino)-2-cyclopropyl-3-methyl-1,2,3,4-tetrahydroquinoline-6-carboxamide C(C)(=O)N1[C@H]([C@@H]([C@H](C2=CC(=CC=C12)C(=O)N)NC1=NC=C(C(=N1)C)Cl)C)C1CC1